ClC1=NC=C2C=C(C=3N(C2=C1)N=CN3)B(O)O (8-chloro-[1,2,4]triazolo[1,5-a][1,6]naphthyridin-4-yl)boronic acid